CC(CCBr)(C)C 3,3-dimethyl-1-bromobutane